C(C)OC1=CC=C(C=C1)C1N=CC=CC=C1C1=CC(=C(C(=C1)OC)OC)OC 2-(4-ethoxyphenyl)-3-(3,4,5-trimethoxyphenyl)-2H-azepine